B(O)(O)O.FC(CO[Li])(F)F (trifluoroethoxy)lithium borate